(E)-3-[4-[(E)-3-[4-[(4-Methylpiperazin-1-yl)methyl]phenyl]-3-oxoprop-1-enyl]phenyl]prop-2-enoic acid CN1CCN(CC1)CC1=CC=C(C=C1)C(/C=C/C1=CC=C(C=C1)/C=C/C(=O)O)=O